C(C)(C)(C)OC(=O)C1=C(C(=CC(O1)=O)C1=CC=CC=C1)C1=C(C(=C(C=C1Br)Br)F)[N+](=O)[O-] 5-(4,6-dibromo-3-fluoro-2-nitrophenyl)-2-oxo-4-phenyl-2H-pyran-6-carboxylic acid tert-butyl ester